C1(CC1)C(C(F)(F)F)OC1=CC(=C2C(=N1)N(C=N2)C)NC2=NC=C(C=C2)S(=O)(=O)C 5-(1-cyclopropyl-2,2,2-trifluoro-ethoxy)-3-methyl-N-(5-methylsulfonyl-2-pyridyl)imidazo[4,5-b]pyridin-7-amine